2-(3-chloropropyl)-4-fluoro-pyrrolidine-2-carboxylate ClCCCC1(NCC(C1)F)C(=O)[O-]